(4,6-diphenyl-1,3,5-triazin-2-yl)phenol C1(=CC=CC=C1)C1=NC(=NC(=N1)C1=CC=CC=C1)C1=C(C=CC=C1)O